C(C)C1=C(C=C(C=C1F)C(C)C)C(C(=O)O)N1C[C@@H](CC1)N(CCCCCC1=NC=2NCCCC2C=C1)C 2-(2-ethyl-3-fluoro-5-isopropylphenyl)-2-((R)-3-(methyl(5-(5,6,7,8-tetrahydro-1,8-naphthyridin-2-yl)pentyl)amino)pyrrolidin-1-yl)acetic acid